C(C(=O)[C@@H](O)[C@H](O)[C@H](O)CO)NCCCC[C@H](N)C(=O)O N6-(1-deoxy-D-fructos-1-yl)-L-lysine